N-(5-(6-bromo-8-methoxy-1-oxo-3,4-dihydroisoquinolin-2(1H)-yl)-2-((2-methoxyethoxy)methoxy)phenyl)methanesulfonamide BrC=1C=C2CCN(C(C2=C(C1)OC)=O)C=1C=CC(=C(C1)NS(=O)(=O)C)OCOCCOC